tert-Butyl 3-amino-4-hydroxy-piperidine-1-carboxylate NC1CN(CCC1O)C(=O)OC(C)(C)C